2-(3-(3-(2,4-difluorophenyl)-4-oxo-3,4-dihydrophthalazin-1-yl)phenyl)-2-methyl-N-(1-methyl-1H-pyrazol-4-yl)propanamide FC1=C(C=CC(=C1)F)N1N=C(C2=CC=CC=C2C1=O)C=1C=C(C=CC1)C(C(=O)NC=1C=NN(C1)C)(C)C